pyrido-pyrimidineamine N1=C(N=CC2=C1C=CC=N2)N